Dibromo-14-(3',5'-dimethyl-[1,1'-biphenyl]-4-yl)-7-phenyl-benzo[m]tetraphene BrC1=C(C2=C3C(=C4C5=C(C=CC4=C(C3=CC=C2C=C1)C1=CC=CC=C1)C=CC=C5)C5=CC=C(C=C5)C5=CC(=CC(=C5)C)C)Br